tert-Butyl (3R)-3-[2-[(4S)-4-benzyl-2-oxo-oxazolidin-3-yl]-2-oxo-1-[[4-(trifluoromethyl)phenyl]methyl]ethyl]pyrrolidine-1-carboxylate C(C1=CC=CC=C1)[C@@H]1N(C(OC1)=O)C(C(CC1=CC=C(C=C1)C(F)(F)F)[C@@H]1CN(CC1)C(=O)OC(C)(C)C)=O